C1(CCCC1)NC1=C2N=CN(C2=NC(=N1)COC1=CC=CC=C1)[C@@H]1[C@H]([C@H]([C@H](C1=O)COCP(O)(O)=O)O)O ({[(2R,3S,4R,5R)-5-[6-(cyclopentylamino)-2-(phenoxymethyl)-9H-purin-9-yl]-3,4-dihydroxyoxocyclopent-2-yl]methoxy}methyl)phosphonic acid